C(C1=CC=CC=C1)OCC1=NN(C(N1CC)=O)N1C(C2=CC=CC=C2C(=C1)C(=C)C)=O (3-((benzyloxy)methyl)-4-ethyl-5-oxo-4,5-dihydro-1H-1,2,4-triazol-1-yl)-4-(prop-1-en-2-yl)isoquinolin-1(2H)-one